4-((3-(3-(dimethylamino)propoxy)-2-nitrophenyl)amino)-N-(3-methoxy-4-methylphenyl)cyclohexanecarboxamide CN(CCCOC=1C(=C(C=CC1)NC1CCC(CC1)C(=O)NC1=CC(=C(C=C1)C)OC)[N+](=O)[O-])C